6-[5-(1-aminoethyl)-1,2,4-triazol-1-yl]pyridine-3-carbonitrile NC(C)C1=NC=NN1C1=CC=C(C=N1)C#N